(2R)-1-acetyl-4-(3-(cyclopropylmethoxy)-4-(difluoromethoxy)phenyl)-N-((2-methyl-3-oxoisoindolin-5-yl)methyl)pyrrolidine-2-carboxamide C(C)(=O)N1[C@H](CC(C1)C1=CC(=C(C=C1)OC(F)F)OCC1CC1)C(=O)NCC=1C=C2C(N(CC2=CC1)C)=O